C(C1=CC=CC=C1)N[C@@H]1[C@H]([C@@H]2CC[C@H](C1)N2C(=O)OC(C)(C)C)F |r| rac-tert-Butyl (1S,2R,3S,5R)-3-(benzylamino)-2-fluoro-8-azabicyclo[3.2.1]octane-8-carboxylate